tert-butyl (1-(4-chloro-1,2,5-thiadiazol-3-yl)ethyl)(methyl)carbamate ClC=1C(=NSN1)C(C)N(C(OC(C)(C)C)=O)C